((3R,5R)-3-amino-5-fluoropiperidin-1-yl)(2-(1-(3-hydroxypropyl)-2,3-dihydro-1H-pyrrolo[1,2,3-de]quinoxalin-5-yl)-7-methoxy-1-(2,2,2-trifluoroethyl)-1H-benzo[d]imidazol-5-yl)methanone N[C@H]1CN(C[C@@H](C1)F)C(=O)C1=CC2=C(N(C(=N2)C2=CC=3C=4N2CCN(C4C=CC3)CCCO)CC(F)(F)F)C(=C1)OC